N-ethyl-aminobenzoic acid C(C)NC1=C(C(=O)O)C=CC=C1